CC(C[Si](OCC)(OCC)OCC)CC(C)(C)C (2,4,4-trimethylpentyl)triethoxysilane